N1(C=NC=C1)CC1=C(C=C(C(=O)NC2=CC(=CC=C2)[C@H](C)NC=2C=NC=3C(N2)=NN(C3)CC)C=C1)C (S)-4-((1H-imidazol-1-yl)methyl)-N-(3-(1-((2-ethyl-2H-pyrazolo[3,4-b]pyrazin-6-yl)amino)ethyl)phenyl)-3-methylbenzamide